C(C)N(CCC1=CNC2=C(C=C(C=C12)O)F)C(C)C 3-(2-(ethyl-(isopropyl)amino)ethyl)-7-fluoro-1H-indol-5-ol